1-(hydroxymethyl)-N-(4-methyl-3-(pyrrolo[2,1-f][1,2,4]triazin-2-yl)phenyl)-6-azabicyclo[3.1.1]heptane-6-carboxamide OCC12CCCC(N1C(=O)NC1=CC(=C(C=C1)C)C1=NN3C(C=N1)=CC=C3)C2